[Si](C)(C)(C(C)(C)C)OC=1C(=C(C=CC1)C=1N=C(C=2N(C1)C(\C(\N2)=C/C=2OC=CC2)=O)SC2=C(C=CC=C2)F)F (E)-6-(3-((tert-butyldimethylsilyl)oxy)-2-fluorophenyl)-8-((2-fluorophenyl)thio)-2-(furan-2-ylmethylene)imidazo[1,2-a]pyrazin-3(2H)-one